[N+](=O)([O-])C=1C=NNC1 4-nitro-1H-pyrazol